(E)-2-hydroxy-4-methoxy-6-(3,4,5-trimethoxystyryl)benzoic acid methyl ester COC(C1=C(C=C(C=C1\C=C\C1=CC(=C(C(=C1)OC)OC)OC)OC)O)=O